FC=1C(=NC(=NC1)N[C@@H]1CC[C@H](CC1)C(=O)OC)C1=CC(=CC=C1)C=1C(=NC=CC1)OC trans-methyl (1r,4r)-4-((5-fluoro-4-(3-(2-methoxypyridin-3-yl)phenyl)pyrimidin-2-yl)amino)cyclohexane-1-carboxylate